4-((2-(3-(Aminomethyl)-3-methylpyrrolidin-1-yl)-1H-benzo[d]imidazol-1-yl)methyl)benzonitril NCC1(CN(CC1)C1=NC2=C(N1CC1=CC=C(C#N)C=C1)C=CC=C2)C